C(C)(C)(C)P(C(C)(C)C)C(C)(C)C.C(C)(C)(C)P(C(C)(C)C)C(C)(C)C.[Pd] palladium ditri-tert-butylphosphine